NC1=C(C=C(C=C1C(C1=CC=CC=C1)=O)C(C1=CC=CC=C1)=O)O 2-amino-3,5-dibenzoylphenol